3,3-dimethoxy-2-(methoxymethyl)propionitrile COC(C(C#N)COC)OC